1,6-bis(phenylsilyl)hexane Methyl-(S)-2-phenyl-2-(vinylsulfonamido)acetate COC([C@@H](NS(=O)(=O)C=C)C1=CC=CC=C1)=O.C1(=CC=CC=C1)[SiH2]CCCCCC[SiH2]C1=CC=CC=C1